FC=1C(=C(C=CC1F)[C@H]1[C@@H](O[C@@]([C@H]1C)(C(F)(F)F)C)C(=O)NC1=CC(=NC=C1C)C(=O)N)OC 4-[[(2R,3s,4s,5s)-3-(3,4-difluoro-2-methoxy-phenyl)-4,5-dimethyl-5-(trifluoromethyl)tetrahydrofuran-2-carbonyl]amino]-5-methyl-pyridine-2-carboxamide